C(C(=C)C)(=O)OC1(CCC(CC1)C)C 1,4-dimethyl-1-cyclohexyl methacrylate